ethyl 4-[6-[(2,4-dimethoxyphenyl)methylcarbamoyl]-7-fluoro-3-methyl-pyrrolo[1,2-a]pyrazin-8-yl]-2-[2-ethyl-4-[(4-methoxyphenyl)methoxy]-5-methyl-pyrazol-3-yl]oxazole-5-carboxylate COC1=C(C=CC(=C1)OC)CNC(=O)C1=C(C(=C2N1C=C(N=C2)C)C=2N=C(OC2C(=O)OCC)C=2N(N=C(C2OCC2=CC=C(C=C2)OC)C)CC)F